COC=1C=C(C=CC1OC)C1=CC=NC=2N1N=C(C2)C(=O)N2C[C@@H](CC2)NC(=O)C2CCN(CC2)C (R)-N-(1-(7-(3,4-dimethoxyphenyl)pyrazolo[1,5-a]pyrimidine-2-carbonyl)pyrrolidin-3-yl)-1-methylpiperidine-4-carboxamide